[Na+].S(=O)(=O)(OCCCCCCCC)[O-] octyl sulfate sodium salt